C(C1=CC=CC=C1)OC1=CC(=CC2=CC=C(C(=C12)F)F)C(=O)O 4-(benzyloxy)-5,6-difluoro-2-naphthalenecarboxylic acid